FC1(CCN(CC1)C=1SC(=C(N1)C=1N=NN(C1)C1=C(C=C(C=C1)NS(=O)(=O)CCO)N1CCC2(CC2)CC1)F)F N-(4-(4-(2-(4,4-difluoropiperidin-1-yl)-5-fluorothiazol-4-yl)-1H-1,2,3-triazol-1-yl)-3-(6-azaspiro[2.5]oct-6-yl)phenyl)-2-hydroxyethane-1-sulfonamide